2-{3-[4-(tert-butylamino)piperidin-1-yl]-1,2,4-triazin-6-yl}-5-(1H-pyrazol-4-yl)phenol trifluoroacetate FC(C(=O)O)(F)F.C(C)(C)(C)NC1CCN(CC1)C=1N=NC(=CN1)C1=C(C=C(C=C1)C=1C=NNC1)O